C1CNC(=S)N1 ethylenethioUrea